ClC1=CC=C(C=C1)C1=C(CC2(CN(C2)C)CC1)CN1CCN(CC1)C1=CC=C(C(=O)OCC)C=C1 Ethyl 4-(4-((7-(4-chlorophenyl)-2-methyl-2-azaspiro[3.5]non-6-en-6-yl)methyl)piperazin-1-yl)benzoate